2-(4-chloro-3-fluorophenoxy)-N-{3-[2-(pyridin-2-yl)acetylamino]bicyclo[1.1.1]pentan-1-yl}acetamide ClC1=C(C=C(OCC(=O)NC23CC(C2)(C3)NC(CC3=NC=CC=C3)=O)C=C1)F